C1(CCCCC1)N1C=CC=2C1=NC=C(C2)C#CCNC2=CC=C(C=C2)F N-cyclohexyl-5-(3-((4-fluorophenyl)amino)prop-1-yn-1-yl)-1H-pyrrolo[2,3-b]pyridine